C(C)(=O)OC[C@H]1O[C@H]([C@@H]([C@H]([C@H]1OC(C)=O)OC(C)=O)NC(C)=O)OCCOCCOCCO [(2R,3R,4R,5R,6R)-5-acetamido-3,4-diacetoxy-6-[2-[2-(2-hydroxyethoxy)ethoxy]-ethoxy]tetrahydropyran-2-yl]methyl acetate